2-(4-ethylphenylaminomethyl)butyric acid C(C)C1=CC=C(C=C1)NCC(C(=O)O)CC